FC1=CC(=C(OC=2C(=NC(=NC2)C)N2CC3(CCN(C3)CC3=CC4=C(NC(N4)=O)C=C3)CC2)C=C1)C1=CC=NN1C(C)C 5-((7-(5-(4-fluoro-2-(1-isopropyl-1H-pyrazol-5-yl)phenoxy)-2-methylpyrimidin-4-yl)-2,7-diazaspiro[4.4]nonan-2-yl)methyl)-1,3-dihydro-2H-benzo[d]imidazol-2-one